C(N)(=O)C=1C(=NC(=C(N1)CC)NC(CC)CC)NC=1C=C(OCCCNC([C@H](C)N(C(OC(C)(C)C)=O)C)=O)C=CC1 tert-butyl N-[(1S)-2-[3-[3-[[3-carbamoyl-5-ethyl-6-(1-ethylpropylamino) pyrazin-2-yl]amino]phenoxy]propylamino]-1-methyl-2-oxo-ethyl]-N-methyl-carbamate